CC1=C(OC2=C(C=C(C=C2C1=O)C)C(C)NC1=C(C=CC=C1)S(=O)(=O)N)C1=CC2=CN(N=C2C=C1)C 2-[1-[3,6-dimethyl-2-(2-methylindazol-5-yl)-4-oxo-chromen-8-yl]ethylamino]benzenesulfonamide